[Si](C1=CC=CC=C1)(C1=CC=CC=C1)(C(C)(C)C)O[C@H]1C[C@@H](N(C1)C(=O)OC(C)(C)C)CC(OCC)OCC tert-Butyl (2R,4S)-4-((tert-butyldiphenylsilyl)oxy)-2-(2,2-diethoxyethyl)pyrrolidine-1-carboxylate